CC1(CC2CCC(C1)N2)C(=O)OC Methyl 3-methyl-8-azabicyclo[3.2.1]octane-3-carboxylate